C(CC(C)C)(=O)C(C(=O)N)O isovaleryl-glycolamide